N-(3-(2-(4-methylpiperazin-1-yl)propyl)-1,2,4-thiadiazol-5-yl)-5-(3-(trifluoromethyl)phenyl)thiophene-3-carboxamide CN1CCN(CC1)C(CC1=NSC(=N1)NC(=O)C1=CSC(=C1)C1=CC(=CC=C1)C(F)(F)F)C